2-Chloro-6-(1-ethoxyethenyl)-3-fluoropyridine-4-carbonitrile ClC1=NC(=CC(=C1F)C#N)C(=C)OCC